NC1=C2N=CN(C2=NC=N1)C[C@@H](C)OCP(OC(CC)C1OCCO1)(OC1=CC=CC=C1)=O 1-(1,3-Dioxolan-2-yl)propyl phenyl ((((R)-1-(6-amino-9H-purin-9-yl)propan-2-yl)oxy)methyl)phosphonate